FC1=CC=C(C=C1)C1=NN2C(NCC(C2)C#N)=C1C1=NN(C(C=C1)=O)C1=C(C=CC=C1)C (+)-2-(4-fluorophenyl)-3-[1-(2-methylphenyl)-6-oxo-1,6-dihydropyridazin-3-yl]-4,5,6,7-tetrahydropyrazolo[1,5-a]pyrimidine-6-carbonitrile